((1s,3s)-3-((1-(bromomethyl)cyclopropyl)sulfonyl)cyclobutoxy)triisopropylsilane BrCC1(CC1)S(=O)(=O)C1CC(C1)O[Si](C(C)C)(C(C)C)C(C)C